[Si](C)(C)(C(C)(C)C)OCCN1CCC(CC1)C1=CC(=C(C(=C1)N)N)F 5-(1-(2-((tert-butyldimethylsilyl)oxy)ethyl)piperidin-4-yl)-3-fluorobenzene-1,2-diamine